cis-8-dimethylamino-3-(4-methylsulfonyl-phenyl)-8-phenyl-1,3-diazaspiro[4.5]decan-2-one CN(C1(CCC2(CN(C(N2)=O)C2=CC=C(C=C2)S(=O)(=O)C)CC1)C1=CC=CC=C1)C